C(C1=CC=CC=C1)SC1=CC=C(C=N1)CN1C(=NC2=C1C=CC=C2)C2=NON=C2C 3-(1-((6-(benzylthio)pyridin-3-yl)methyl)-benzoimidazol-2-yl)-4-methyl-1,2,5-oxadiazole